N-(6-bromo-7-chloroisoquinolin-3-yl)-2-(hydroxymethyl)cyclobutane-1-carboxamide BrC=1C=C2C=C(N=CC2=CC1Cl)NC(=O)C1C(CC1)CO